C(C1=CN=CC=C1)(=O)O[C@@H]1O[C@@H]([C@H]([C@H]1O)O)CO[P@](=O)(OC1=CC=CC=C1)N[C@H](C(=O)OC)C (2S,3R,4S,5R)-3,4-dihydroxy-5-((((S)-(((S)-1-methoxy-1-oxopropan-2-yl)amino)(phenoxy)phosphoryl)oxy)methyl)tetrahydrofuran-2-yl nicotinate